8-chloro-4-(p-tolylsulfonyl)-2-(trifluoromethyl)-2,3-dihydro-1,4-benzoxazine ClC1=CC=CC=2N(CC(OC21)C(F)(F)F)S(=O)(=O)C2=CC=C(C=C2)C